N1(C=NC=2C=NC=3C=CC=CC3C21)CCO imidazo[4,5-c]Quinoline-1-ethanol